(4S)-4-(5-Chloro-2-fluoropyridin-3-yl)-4-fluoro-2,2-dimethyl-1λ6-thiane-1,1-dione ClC=1C=C(C(=NC1)F)[C@]1(CC(S(CC1)(=O)=O)(C)C)F